C(C)(C)(C)OC(=O)N1CCC(CC1)C1=CN(C2=C(C=CC=C12)NCCC(=O)OCC)C.CN1C=C(C2=CC=CC(=C12)N1C(NC(CC1)=O)=O)C1CCNCC1 1-(1-Methyl-3-(piperidin-4-yl)-1H-indol-7-yl)dihydropyrimidine-2,4(1H,3H)-dione tert-Butyl-4-(7-((3-ethoxy-3-oxopropyl)amino)-1-methyl-1H-indol-3-yl)piperidine-1-carboxylate